C(C)(C)(C)OC(CCN1C(=NC2=C1C(=CC(=C2)C(=O)OC)OC)C2=CC=1C(=NC=CC1)N2CCCOC2=C(C=CC=C2)[N+](=O)[O-])=O methyl 1-(3-(tert-butoxy)-3-oxopropyl)-7-methoxy-2-(1-(3-(2-nitrophenoxy)propyl)-1H-pyrrolo[2,3-b]pyridin-2-yl)-1H-benzo[d]imidazole-5-carboxylate